(S)-1-(1-(6-(3-Methoxytetrahydrofuran-3-yl)-4-(oxetan-3-ylmethoxy)pyridine-2-yl)-3-methyl-1H-pyrrolo[3,2-c]pyridine-6-yl)urea CO[C@]1(COCC1)C1=CC(=CC(=N1)N1C=C(C=2C=NC(=CC21)NC(=O)N)C)OCC2COC2